1-[(2R,3R,4S,5S)-5-[[bis(4-methoxyphenyl)-phenyl-methoxy]methyl]-3,4-dihydroxy-5-(triisopropylsilyloxymethyl)tetrahydrofuran-2-yl]pyrimidine-2,4-dione COC1=CC=C(C=C1)C(OC[C@@]1([C@H]([C@H]([C@@H](O1)N1C(NC(C=C1)=O)=O)O)O)CO[Si](C(C)C)(C(C)C)C(C)C)(C1=CC=CC=C1)C1=CC=C(C=C1)OC